N-(m-tolyl)piperidine-4-sulfonamide dihydrochloride Cl.Cl.C1(=CC(=CC=C1)NS(=O)(=O)C1CCNCC1)C